butyl N-[(1S)-1-[2-(5-bromopyrimidin-2-yl)-5-cyclopropyl-1,2,4-triazol-3-yl]ethyl]carbamate BrC=1C=NC(=NC1)N1N=C(N=C1[C@H](C)NC(OCCCC)=O)C1CC1